(3-(dimethylamino)pyrrolidin-1-yl)(4-(pyridin-2-ylmethyl)-3,4-dihydroquinoxalin-1(2H)-yl)methanone CN(C1CN(CC1)C(=O)N1CCN(C2=CC=CC=C12)CC1=NC=CC=C1)C